FC1=C(C(=O)O)C(=CC(=C1)C1OCC(CO1)CCC)F 2,6-difluoro-4-(5-propyl-1,3-dioxan-2-yl)benzoic acid